Methyl 1-((tetrahydro-2H-pyran-4-yl) methyl)-1H-indole-5-carboxylate O1CCC(CC1)CN1C=CC2=CC(=CC=C12)C(=O)OC